C1=C(C=CC2=CC=CC=C12)C(C(=O)C1=CC=CC=C1)=C 2-(naphthalene-2-yl)-1-phenylprop-2-en-1-one